CC1(CN(C1)CC(=O)NC=1C=C(C(=NC1)C)NC(=O)C=1C=NN2C1SC(=C2)C2=CNC=C2)C N-(5-(2-(3,3-dimethylazetidin-1-yl)acetamido)-2-methylpyridin-3-yl)-2-(1H-pyrrol-3-yl)pyrazolo[5,1-b]thiazole-7-carboxamide